FC1=C(C=CC(=C1F)OC)C1=CN=C(N1C)C(=O)NC1=CC(=C(C=C1)C(=O)N1CCNCC1)C 5-(2,3-Difluoro-4-methoxy-phenyl)-1-methyl-N-[3-methyl-4-(piperazine-1-carbonyl)phenyl]imidazole-2-carboxamide